FC(C1=C(C=CC(=C1)C(F)(F)F)CC(=O)N(C1=CC=C(C=C1)F)CC1=NN=C(O1)C1=CC=C(C=N1)C1C[N+](CC1)(C)C)(F)F 3-(6-(5-((2-(2,4-bis(trifluoromethyl)phenyl)-N-(4-fluorophenyl)acetamido)methyl)-1,3,4-oxadiazol-2-yl)pyridin-3-yl)-1,1-dimethylpyrrolidinium